tert-butyl(2-cyano-2-(isoquinolin-4-ylamino)propyl)carbamate C(C)(C)(C)OC(NCC(C)(NC1=CN=CC2=CC=CC=C12)C#N)=O